(E)-N-(quinolin-3-yl)-3-(3-(p-tolyl)-1,4,8-triazaspiro[4.5]decan-1,3-dien-2-yl)acrylamide hydrochloride Cl.N1=CC(=CC2=CC=CC=C12)NC(\C=C\C1=NC2(N=C1C1=CC=C(C=C1)C)CCNCC2)=O